ethyl (±)-(4R)-2-(4,8-dimethylnon-3-en-1-yl)thiazolidine-4-carboxylate CC(=CCC[C@H]1SC[C@H](N1)C(=O)OCC)CCCC(C)C |&1:5|